5-Amino-3-(4-bromophenyl)-1H-pyrazole-4-carbonitrile NC1=C(C(=NN1)C1=CC=C(C=C1)Br)C#N